C(C)(C)(C)OC(=O)N[C@@H](CN1CCOCC1)C1=CC=C(C=C1)C1=C(N=CS1)C(=O)OCC ethyl (R)-5-(4-(1-((tert-butoxycarbonyl)amino)-2-morpholinoethyl)phenyl)thiazole-4-carboxylate